CC1(CCCCC1)NCCCS(=O)(=O)O 3-(methylcyclohexyl)aminopropane-1-sulfonic acid